FC(C)(F)C1=NC(=NC=C1)N1CC2(C=3C=NC(=CC31)NC(C)=O)CCNCC2 N-(1'-(4-(1,1-difluoroethyl)pyrimidin-2-yl)-1',2'-dihydrospiro[piperidine-4,3'-pyrrolo[3,2-c]pyridin]-6'-yl)acetamide